FC1=CC=C(C=C1)N(C(=O)C1=CC2=C(N=CN2)C=C1)C N-(4-fluorophenyl)-N-methyl-3H-benzimidazole-5-carboxamide